3-chlorocyclobutane-1-carboxylic acid ClC1CC(C1)C(=O)O